sodium bis(trifluoro-sulfimide) FN=S(F)F.FN=S(F)F.[Na]